1-((1R,4R)-5-(4-((2-fluoro-3-methylphenyl)amino)pyrido[3,2-d]pyrimidin-6-yl)-2,5-diazabicyclo[2.2.2]octan-2-yl)prop-2-en-1-one FC1=C(C=CC=C1C)NC=1C2=C(N=CN1)C=CC(=N2)N2[C@H]1CN([C@@H](C2)CC1)C(C=C)=O